N=1C=CN2C1C=CC=C2C=2C=C(C(=NC2)NC(=O)C=2C(=NOC2C)C2=CC=CC=C2)OC (5-imidazo[1,2-a]pyridin-5-yl-3-methoxy-2-pyridinyl)-5-methyl-3-phenyl-isoxazole-4-carboxamide